(Z)-3-(2-hydroxyethyl)-11,11-dimethyl-13-pentadecyl-10,12,14-trioxa-3-aza-11-siladotriacont-23-en-1-ol OCCN(CCO)CCCCCCO[Si](OC(OCCCCCCCC\C=C/CCCCCCCC)CCCCCCCCCCCCCCC)(C)C